FC=1C(=NC=CC1C1=C(C=2CCC2C=C1)NC(=O)N=[S@@](=O)(N)C=1C=NN2C1OCCC2)OC (S)-N'-((3-(3-fluoro-2-methoxypyridin-4-yl)bicyclo[4.2.0]octa-1(6),2,4-trien-2-yl)carbamoyl)-6,7-dihydro-5H-pyrazolo[5,1-b][1,3]oxazine-3-sulfonimidamide